6-nitro-2(1H)-quinolinone [N+](=O)([O-])C=1C=C2C=CC(NC2=CC1)=O